C(C)(=O)OCCC1[C@@H]2CNC[C@H]12 2-((1R,5S,6S)-3-Azabicyclo[3.1.0]hexane-6-yl)ethyl acetate